Cl.C(C1=CC=CC=C1)OCCC=1C=C2N(N=CC=C2C2=CC(=C(C=C2)CN)C)C1 [4-[6-(2-benzyloxyethyl)pyrrolo[1,2-b]pyridazin-4-yl]-2-methyl-phenyl]methanamine HCl salt